C(#N)CC(=O)NC([O-])=O (2-cyanoacetyl)carbamate